chloroformic acid 2-methoxyethyl ester COCCOC(=O)Cl